N[C@H](C(F)(F)F)C1=CC(=CNC1=O)[C@H]1CN(CCC1(F)F)[C@H](C(=O)NC1=CC=2C(=CC3=C(OC(O3)(F)F)C2)S1)C (S)-2-((S)-3-(5-((S)-1-amino-2,2,2-trifluoroethyl)-6-oxo-1,6-dihydropyridin-3-yl)-4,4-difluoropiperidin-1-yl)-N-(2,2-difluorothieno[2',3':4,5]benzo[1,2-d][1,3]dioxol-6-yl)propanamide